(S)-N-(1-cyanocyclopropyl)-9-(5-(di-fluoromethyl)-1,3,4-thiadiazol-2-yl)-4-(3-methyl-4-(2,2,2-trifluoroethyl)piperazin-1-yl)-9H-pyrimido[4,5-b]indole-7-sulfonamide C(#N)C1(CC1)NS(=O)(=O)C1=CC=C2C3=C(N(C2=C1)C=1SC(=NN1)C(F)F)N=CN=C3N3C[C@@H](N(CC3)CC(F)(F)F)C